C1(CCC1)OCC(O)C=1C=C2C(=NC1)N(N=C2)C2=CC=C(C(=O)OC)C=C2 methyl 4-[5-[2-(cyclobutoxy)-1-hydroxy-ethyl]pyrazolo[3,4-b]pyridin-1-yl]benzoate